FC1=CN=C2N1C=C(C=C2)C2=CNC=1N=C(N=CC12)NC1CCC2(OCCO2)CC1 5-(3-fluoroimidazo[1,2-a]pyridin-6-yl)-N-(1,4-dioxaspiro[4.5]decan-8-yl)-7H-pyrrolo[2,3-d]pyrimidin-2-amine